C(C)O[C@H](C(=O)NC=1SC(=NN1)N[C@H]1CN(CC1)C=1N=NC=CC1)C1=CC(=CC=C1)OC(F)(F)F (2S)-2-ethoxy-N-[5-[[(3R)-1-pyridazin-3-ylpyrrolidin-3-yl]amino]-1,3,4-thiadiazol-2-yl]-2-[3-(trifluoromethoxy)phenyl]acetamide